4-fluorophenoxypropionic acid FC1=CC=C(OC(C(=O)O)C)C=C1